methyl 1-(hydroxymethyl)cyclopropanecarboximidate OCC1(CC1)C(OC)=N